(3R)-3-hydroxy-2-hexanone O[C@@H](C(C)=O)CCC